(2-chloro-5-nitropyridin-3-yl)[(2S,4R)-4-hydroxy-2-(hydroxymethyl)pyrrolidin-1-yl]methanone oxo-Octylacetat O=C(C(=O)O)CCCCCCCC.ClC1=NC=C(C=C1C(=O)N1[C@@H](C[C@H](C1)O)CO)[N+](=O)[O-]